FC1=CC=C(C=C1)C1=NN2C(OCC3(C2)CC3)=C1 2'-(4-fluorophenyl)-5'H,7'H-spiro[cyclopropane-1,6'-pyrazolo[5,1-b][1,3]oxazine]